C1(=C(C=CC=C1)NC(=O)N)C tolylurea